O1COC=2C1=CNC2C(=O)N [1,3]dioxolo[4,5-c]pyrrole-4-carboxamide